NC1=CC=CC(=N1)S(=O)(=O)NC(=O)C=1C(=NC(=CC1)C1=NC=CC=C1)OC1=C(C=C(C=C1C)C)C N-[(6-Amino-2-pyridyl)sulfonyl]-6-(2-pyridyl)-2-(2,4,6-trimethylphenoxy)pyridin-3-carboxamid